2-(3,3-bis(tert-butoxycarbonyl)-6,8-dimethoxy-1,2,3,4-tetrahydronaphthalen-1-yl)acetic acid C(C)(C)(C)OC(=O)C1(CC(C2=C(C=C(C=C2C1)OC)OC)CC(=O)O)C(=O)OC(C)(C)C